2-(2,6-dioxopiperidin-3-yl)-1-oxo-N-((R)-2,2,2-trifluoro-1-(4-methoxyphenyl)ethyl)isoindoline-5-carboxamide O=C1NC(CCC1N1C(C2=CC=C(C=C2C1)C(=O)N[C@@H](C(F)(F)F)C1=CC=C(C=C1)OC)=O)=O